CS(=O)(=O)OC1=C(O[C@](C1=O)([2H])C1=CC=C(C=C1)Cl)N (R)-2-amino-5-(4-chlorophenyl)-4-oxo-4,5-dihydrofuran-3-yl-5-d methanesulfonate